(R)-4-(1-acetyl-4-acryloylpiperazin-2-yl)-6-chloro-5'-fluoro-N-methyl-[2,4'-bipyridine]-2'-carboxamide C(C)(=O)N1[C@@H](CN(CC1)C(C=C)=O)C1=CC(=NC(=C1)Cl)C1=CC(=NC=C1F)C(=O)NC